N-(3-(4-aminophenyl)-1-methyl-1H-pyrazol-5-yl)benzamide barium [Ba].NC1=CC=C(C=C1)C1=NN(C(=C1)NC(C1=CC=CC=C1)=O)C